FC(C1=CC=C(C=N1)C=1SC(=CN1)C=O)(F)F (2-(6-(trifluoromethyl)pyridin-3-yl)thiazol-5-yl)methanone